ethyl (E)-3-(4-(((tert-butoxycarbonyl)amino)methyl)phenyl)acrylate C(C)(C)(C)OC(=O)NCC1=CC=C(C=C1)/C=C/C(=O)OCC